ClC1=C(C(=CC(=C1)C#N)F)NC=1N(C2=NC(=NC=C2N1)N[C@H]1C[C@@H](CCC1)O)C1CCC(CC1)(C(=O)N)C (1S,4s)-4-(8-(2-chloro-4-cyano-6-fluorophenylamino)-2-((1R,3R)-3-hydroxycyclohexylamino)-9H-purin-9-yl)-1-methylcyclohexanecarboxamide